ClC=1C=C2C(=NC=NC2=C(C1F)Cl)NC(C)C=1N(N=CN1)C1=NC=CC=N1 6,8-dichloro-7-fluoro-N-[1-(2-pyrimidin-2-yl-1,2,4-triazol-3-yl)ethyl]quinazolin-4-amine